OCC(C)N1CCN(CC1)C1=CC=C(C=C1)C1=NNC2=C1N=C(N=C2)N2[C@@H](CN(C[C@@H]2C)C(=O)OC)C Methyl (3R,5S)-4-(3-(4-(4-(1-hydroxypropan-2-yl)piperazin-1-yl)phenyl)-1H-pyrazolo[4,3-d]pyrimidin-5-yl)-3,5-dimethylpiperazine-1-carboxylate